tert-Butyl 4-(4-(1-(4-(1-(tert-butoxycarbonyl)-1,2,3,6-tetrahydropyridin-4-yl)-2-methylphenyl)-1H-1,2,3-triazol-4-yl)phenyl)-5,6-dihydropyridine-1(2H)-carboxylate C(C)(C)(C)OC(=O)N1CCC(=CC1)C1=CC(=C(C=C1)N1N=NC(=C1)C1=CC=C(C=C1)C1=CCN(CC1)C(=O)OC(C)(C)C)C